4-(3-Chloro-4-(ethylaminocarbonyl)aminophenoxy)-7-methoxy-6-quinolinecarboxamide maleate C(\C=C/C(=O)O)(=O)O.ClC=1C=C(OC2=CC=NC3=CC(=C(C=C23)C(=O)N)OC)C=CC1NC(=O)NCC